C(C)(C)(C)C=1C=C(C=CC1O)C1(CCCCC1)C1=CC(=C(C=C1)O)C(C)(C)C 1,1-bis(3-tert-butyl-4-hydroxyphenyl)cyclohexane